2-amino-3,4-difluorobenzaldehyde NC1=C(C=O)C=CC(=C1F)F